(3-acetyl-1-(2-((2S,4R)-2-((6-bromopyridin-2-yl)carbamoyl)-4-fluoropyrrolidin-1-yl)-2-oxoethyl)-1H-indazol-5-yl)-2-methylpyrimidine 1-oxide C(C)(=O)C1=NN(C2=CC=C(C=C12)C1=NC(=[N+](C=C1)[O-])C)CC(=O)N1[C@@H](C[C@H](C1)F)C(NC1=NC(=CC=C1)Br)=O